FC=1C(=CC2=C(C(=C(S2)C(=O)O)C2=CC=CC=C2)C1)F 5,6-difluoro-3-phenyl-1-benzothiophene-2-carboxylic acid